1,3-dibromo-2-(bromomethyl)benzene BrC1=C(C(=CC=C1)Br)CBr